(αR)-3-benzoyl-α-methyl-phenylacetic acid 3-amino-2-fluoropropyl ester NCC(COC([C@H](C)C1=CC(=CC=C1)C(C1=CC=CC=C1)=O)=O)F